C(=O)(C=C)N1C[C@H](CC1)N1N=C(C=2C(=NC=C(C21)Cl)N)C#CC=2C=C(C#N)C=C(C2)OC (S)-3-((1-(1-Acrylpyrrolidin-3-yl)-4-amino-7-chloro-1H-pyrazolo[4,3-c]pyridin-3-yl)ethynyl)-5-methoxybenzonitrile